COC(=O)C1=CC=CC(=N1)NCC(N)C N'-[6-(methoxycarbonyl)pyridine-2-yl]-methyl-1,2-diaminoethane